E-3,5,4'-trihydroxystilbene OC=1C=C(C=C(C1)O)\C=C\C1=CC=C(C=C1)O